OC1=CC=C(C=C1)\C(=C(\CC)/C1=CC=CC=C1)\C1=CC=C(C=C1)N1CCC(CC1)CN1CCN(CC1)C=1C=C2CN(C(C2=CC1)=O)[C@@H]1C(NC(CC1)=O)=O (Z)-(S)-3-(5-(4-((1-(4-(1-(4-hydroxyphenyl)-2-phenylbut-1-en-1-yl)phenyl)piperidin-4-yl)methyl)piperazin-1-yl)-1-oxoisoindolin-2-yl)piperidine-2,6-dione